4-((2S,4r,6S)-7-((5-chloro-7-methyl-1H-indol-4-yl)methyl)-2-cyano-7-azaspiro[3.5]nonan-6-yl)-N-(oxetan-3-ylmethyl)benzamide ClC=1C(=C2C=CNC2=C(C1)C)CN1[C@@H](CC2(CC(C2)C#N)CC1)C1=CC=C(C(=O)NCC2COC2)C=C1